C(C)NCCCCCO 5-(ethylamino)pentan-1-ol